N[C@H](C#N)CN1C(CCC1)=O (2S,3S)-2-amino-3-[(2-pyrrolidinonyl)]-propionitrile